C1(CC1)C=1C=NC(=NC1)N1CC2CCC(C1)N2C(CCOC[C@H](C)NC2=C(C(NN=C2)=O)C(F)(F)F)=O 5-(((2S)-1-(3-(3-(5-cyclopropylpyrimidin-2-yl)-3,8-diazabicyclo[3.2.1]octan-8-yl)-3-oxopropoxy)propan-2-yl)amino)-4-(trifluoromethyl)pyridazin-3(2H)-one